2-{[(R)-Benzenesulfinyl]methyl}-4-{5-cyclopropyl-1-methyl-2-[2-methyl-6-(propan-2-yl)-2H-pyrazolo[3,4-b]pyridin-5-yl]-1H-imidazol-4-yl}-2H-indazole C1(=CC=CC=C1)[S@@](=O)CN1N=C2C=CC=C(C2=C1)C=1N=C(N(C1C1CC1)C)C1=CC=2C(N=C1C(C)C)=NN(C2)C